2-[4-(2-hydroxy-2-methyl-1-oxopropyl)phenoxy]ethyl acrylate C(C=C)(=O)OCCOC1=CC=C(C=C1)C(C(C)(C)O)=O